(R)-N-(2-(4-(4-cyclopropyl-3,3-dimethylpiperazin-1-yl)piperidin-1-yl)-4-methoxy-5-((6-(3-(3-phenoxyphenyl)isoxazolidin-2-yl)pyrimidin-4-yl)amino)phenyl)acrylamide C1(CC1)N1C(CN(CC1)C1CCN(CC1)C1=C(C=C(C(=C1)OC)NC1=NC=NC(=C1)N1OCC[C@@H]1C1=CC(=CC=C1)OC1=CC=CC=C1)NC(C=C)=O)(C)C